P(OCC)(OCC)(=S)[S-] O,O-diethyl phosphorodithioate